N-((6-[(3,3-dimethylpiperidin-1-yl)methyl]imidazo[1,2-a]pyridin-2-yl)methyl)-4-oxo-4H-pyrido[1,2-a]pyrimidine-2-carboxamide CC1(CN(CCC1)CC=1C=CC=2N(C1)C=C(N2)CNC(=O)C=2N=C1N(C(C2)=O)C=CC=C1)C